ruthenium (II) tris-(4,7-diphenyl-1,10-phenanthroline) C1(=CC=CC=C1)C1=CC=NC2=C3N=CC=C(C3=CC=C12)C1=CC=CC=C1.C1(=CC=CC=C1)C1=CC=NC2=C3N=CC=C(C3=CC=C12)C1=CC=CC=C1.C1(=CC=CC=C1)C1=CC=NC2=C3N=CC=C(C3=CC=C12)C1=CC=CC=C1.[Ru+2]